N[C@@H](CS)C(=O)SC#N cysteine, thiocyanate